3-chloro-6,12-dioxoindolo[2,1-b]quinazoline-8-carboxamide ClC1=CC=C2C(N3C(=NC2=C1)C(C1=CC(=CC=C13)C(=O)N)=O)=O